2-(2-(4-methylpiperazino)ethoxy)-4-(3-chloro-4-(3-(trifluoromethyl)phenoxy)phenylamino)pyrimidine CN1CCN(CC1)CCOC1=NC=CC(=N1)NC1=CC(=C(C=C1)OC1=CC(=CC=C1)C(F)(F)F)Cl